N-[5-(difluoromethyl)-3-pyridyl]-1,1-diphenyl-methanimine FC(C=1C=C(C=NC1)N=C(C1=CC=CC=C1)C1=CC=CC=C1)F